ClC1=C(C=CC(=C1)F)C1(CC1)C#N 1-(2-chloro-4-fluorophenyl)cyclopropane-1-carbonitrile